thiazazoline S1N=NCC1